7-((2-((2-(difluoromethoxy)-4-(4-methylpiperazin-1-yl)phenyl)amino)-5-(trifluoromethyl)pyrimidin-4-yl)amino)isoindolin-1-one FC(OC1=C(C=CC(=C1)N1CCN(CC1)C)NC1=NC=C(C(=N1)NC=1C=CC=C2CNC(C12)=O)C(F)(F)F)F